ClC1=C(C=CC(=C1)OC1=NC=NC2=CC(=C(C=C12)OC)O)NC(=O)NC1=CC=NC=C1 1-(2-chloro-4-((7-hydroxy-6-methoxyquinazolin-4-yl)oxy)phenyl)-3-(pyridin-4-yl)urea